4'-bromobiphenyl-4-carboxylic acid methyl ester COC(=O)C1=CC=C(C=C1)C1=CC=C(C=C1)Br